BrC1=C(C(=CC2=CC=C(C=C12)F)NS(=O)(=O)C1=CC=C(C=C1)C)C=O N-(4-bromo-6-fluoro-3-formyl-2-naphthyl)-4-methylbenzenesulfonamide